Cyclopentanamine C1(CCCC1)N